C(C)(=O)NC(CCC1CC1)(C1=CC=NC=C1)C=1C=CC(=C(C1)NC(=O)[C@@H]1N(C[C@@H](C1)OCC)C(=O)NC1=NC=C(C=C1)Cl)F (2r,4r)-N2-(5-((+)-1-acetamido-3-cyclopropyl-1-(pyridin-4-yl)propyl)-2-fluorophenyl)-N1-(5-chloropyridin-2-yl)-4-ethoxypyrrolidin-1,2-dicarboxamide